2,2-difluoro-1-phenylethan-1-one FC(C(=O)C1=CC=CC=C1)F